CN1C(=NN=C1)CC1(COC1)C1=CC=C2CN(C(C2=C1)=O)C1=NC(=CC(=C1)CN1C[C@H](CC1)C)C(F)(F)F (S)-6-(3-((4-Methyl-4H-1,2,4-triazol-3-yl)methyl)oxetan-3-yl)-2-(4-((3-methyl-pyrrolidin-1-yl)methyl)-6-(trifluoromethyl)pyridin-2-yl)isoindolin-1-one